2-Amino-9-((2R,3R,5S)-3-hydroxy-5-(hydroxymethyl)tetrahydrofuran-2-yl)-7-(methoxymethyl)-7,9-dihydro-1H-purin-6,8-dion NC=1NC(C=2N(C(N(C2N1)[C@@H]1O[C@@H](C[C@H]1O)CO)=O)COC)=O